O[C@@H](COC1=CC=C(C(=O)O)C=C1)CN1N=CN=C1 (R)-4-(2-hydroxy-3-(1H-1,2,4-triazol-1-yl)propoxy)benzoic acid